1,1,1,3,3,3-hexafluoropropan-2-yl (R)-1-(pyridazin-3-ylcarbamoyl)-6-azaspiro[2.5]octane-6-carboxylate N1=NC(=CC=C1)NC(=O)[C@@H]1CC12CCN(CC2)C(=O)OC(C(F)(F)F)C(F)(F)F